1-((3S,4R)-3-((5-chloro-2-((1-ethyl-1H-pyrazol-4-yl)amino)-7H-pyrrolo[2,3-d]pyrimidin-4-yl)amino)-4-hydroxypyrrolidin-1-yl)prop-2-en-1-one ClC1=CNC=2N=C(N=C(C21)N[C@H]2CN(C[C@H]2O)C(C=C)=O)NC=2C=NN(C2)CC